COC(=O)C1=C(N(C=2N=C(N=C(C21)C=2C=NN(C2NC(C)=O)C2CC2)C)C2=C(C(=CC=C2C)OC)C)N 4-(5-acetamido-1-cyclopropyl-1H-pyrazol-4-yl)-6-amino-7-(3-methoxy-2,6-dimethylphenyl)-2-methyl-7H-pyrrolo[2,3-d]pyrimidine-5-carboxylic acid methyl ester